C(C)(C)(C)C=1N(C2=CC=C(C=C2C1)NCC(=O)NN)C(=O)OC1CCC(CC1)NC1=CC=C(C=C1)C(C)(C)C 4-[(4-tert-butylphenyl)amino]cyclohexan-1-ol tert-Butyl-5-(2-hydrazinyl-2-oxoethylamino)-1H-indol-1-carboxylate